4-(2-methoxyethylamino)-3-nitrobenzenesulfonamide COCCNC1=C(C=C(C=C1)S(=O)(=O)N)[N+](=O)[O-]